FC=1C=C(C=C(C1C=1C=C2C(=CN1)NN=C2C=2C=NN(C2)C)F)C2=NN(C=C2C(=O)N)C (3,5-difluoro-4-(3-(1-methyl-1H-pyrazol-4-yl)-1H-pyrazolo[3,4-c]pyridin-5-yl)phenyl)-1-methyl-1H-pyrazole-4-carboxamide